C1(=CC=CC=C1)S(=O)(=O)N1C2=NC=C3N(C(N(C3=C2C=C1)[C@H]1C[C@@H](CC1)NC([O-])=O)=O)C N-[(1R,3R)-3-[10-(benzenesulfonyl)-5-methyl-4-oxo-3,5,8,10-tetrazatricyclo[7.3.0.02,6]dodeca-1,6,8,11-tetraen-3-yl]cyclopentyl]carbamate